(2-(7-chloro-1-(2-methoxyethyl)-1H-pyrazolo[4,3-b]pyridin-3-yl)pyridin-4-yl)-5-(trifluoromethyl)-1,2,4-oxadiazole ClC1=C2C(=NC=C1)C(=NN2CCOC)C2=NC=CC(=C2)C2=NOC(=N2)C(F)(F)F